CN1CCCCC1 1-methylpiperidine